COC=1C=C2C(=CC=NC2=CC1OC)NC1=CC(=CC(=C1)N1C=NC(=C1)C)OC 6,7-Dimethoxy-N-(3-Methoxy-5-(4-Methyl-1H-imidazol-1-yl)phenyl)quinolin-4-amine